1-(2,5-difluorophenyl)-1H-pyrazol-3-amine FC1=C(C=C(C=C1)F)N1N=C(C=C1)N